C(C)(C)(C)OC(=O)NNC=1C(=C(SC1)C(=O)OC)C methyl 4-(2-tert-butoxycarbonylhydrazino)-3-methyl-thiophene-2-carboxylate